5-[5-(Azidomethyl)thiophen-2-yl]-2H-tetrazole N(=[N+]=[N-])CC1=CC=C(S1)C=1N=NNN1